1,1-dimethylpentyl 4-(3-cyclopropyl-3-hydroxy-but-1-ynyl)-2,6-dimethyl-7-oxo-1H-pyrrolo[2,3-c]pyridine-3-carboxylate C1(CC1)C(C#CC=1C2=C(C(N(C1)C)=O)NC(=C2C(=O)OC(CCCC)(C)C)C)(C)O